4-(((4-oxochroman-7-yl)oxy)(phenyl)methyl)benzonitrile O=C1CCOC2=CC(=CC=C12)OC(C1=CC=C(C#N)C=C1)C1=CC=CC=C1